tert-butyl (3-(1-((2-((7-chloro-8-fluoro-2-(methylthio)-4-oxo-3,4-dihydropyrido[4,3-d]pyrimidin-5-yl)oxy)ethyl)amino)ethyl)pyridin-2-yl)carbamate ClC1=C(C=2N=C(NC(C2C(=N1)OCCNC(C)C=1C(=NC=CC1)NC(OC(C)(C)C)=O)=O)SC)F